carboxyphenyl-amine C(=O)(O)NC1=CC=CC=C1